C(C=C)(=O)OC(C(COC(C=C)=O)(COC(C=C)=O)COC(C=C)=O)F fluoropentaerythritol tetraacrylate